S(=O)(=O)(C1=CC=C(C(=O)O)C=C1)C1=CC=C(C(=O)O)C=C1 4,4'-sulfonyldibenzoic acid